C1(CCCC1)C1=C(C#N)C=CC(=C1)N1C=CC=2C1=NC(=CN2)C2CC2 2-cyclopentyl-4-(3-cyclopropylpyrrolo[2,3-b]pyrazin-5-yl)benzonitrile